(1S,2S)-2-(1,3-dioxoisoindolin-2-yl)cyclopropanecarbaldehyde O=C1N(C(C2=CC=CC=C12)=O)[C@@H]1[C@H](C1)C=O